racemic-3-(2,3-difluorophenyl)-3-methoxypyrrolidine FC1=C(C=CC=C1F)[C@]1(CNCC1)OC |r|